COC(\C=C\CC[C@@H](C(NC=1C(N(C=CC1)CC(N[C@@H]1[C@@]2(CC[C@H](C1)C2(C)C)C)=O)=O)=O)NC(=O)C2=CC=NN2C)=O (S,E)-Methyl-6-(1-methyl-1H-pyrazol-5-carboxamido)-7-oxo-7-(2-oxo-1-(2-oxo-2-((1R,2S,4R)-1,7,7-trimethylbicyclo[2.2.1]heptan-2-ylamino)ethyl)-1,2-dihydropyridin-3-ylamino)hept-2-enoat